C(CCCCCCC)C=1C(=C(C(=C(C1)O)CC1=CC(=C(C(=C1)C(C)(C)C)O)C(C)(C)C)CCCCCCCC)CCCCCCCC trioctyl-3,5-di-tert-butyl-4-hydroxybenzyl-phenol